2,5-Dimethyl-2,5-di(t-butylperoxy)-hexyn CC(C)(C#CC(C)(OOC(C)(C)C)C)OOC(C)(C)C